[2,3,5,6-tetrafluoro-4-(methoxymethyl)-phenyl]methyl 2,2-dimethyl-3-[(1Z)-3,3,3-trifluoro-1-propen-1-yl]cyclopropanecarboxylate CC1(C(C1\C=C/C(F)(F)F)C(=O)OCC1=C(C(=C(C(=C1F)F)COC)F)F)C